C(CCC)C=1SC=CN1 butylthiazole